methyl (2E)-3-(3-amino-17-methylmorphinan-2-yl)acrylate NC=1C(=CC=2C[C@@H]3[C@@H]4CCCC[C@@]4(C2C1)CCN3C)/C=C/C(=O)OC